6-(3-chloro-4-cyclobutoxyphenyl)pyrimidine-4-carboxylic acid ClC=1C=C(C=CC1OC1CCC1)C1=CC(=NC=N1)C(=O)O